5-chloro-1-(benzenesulfonyl)-1H-pyrrolo[2,3-B]pyridine-3-carbaldehyde ClC=1C=C2C(=NC1)N(C=C2C=O)S(=O)(=O)C2=CC=CC=C2